ClC1=C(C=C(OCC(=O)N[C@H]2CC[C@@H](NC2)C(=O)NC2=NC=CC(=C2)C(F)(F)F)C=C1)F (2r,5s)-5-[2-(4-chloro-3-fluorophenoxy)acetamido]-N-[4-(trifluoromethyl)pyridin-2-yl]piperidine-2-carboxamide